CC1(CCC=2C1=NC1=C(C2NC(=O)NS(=O)(=O)N)CCC1)C N'-((3,3-dimethyl-1,2,3,5,6,7-hexahydrodicyclopenta[b,e]pyridin-8-yl)carbamoyl)sulfamid